The molecule is a carbamate ester that is phenylcarbamic acid in which the hydrogen of the hydroxy group has been replaced by a 3-[(ethoxycarbonyl)amino]phenyl group. It is an agrochemical used as a herbicide. It has a role as a xenobiotic, an environmental contaminant, a herbicide and an agrochemical. It derives from a phenylcarbamic acid. CCOC(=O)NC1=CC(=CC=C1)OC(=O)NC2=CC=CC=C2